NC1=C(C=C(C=C1CC)CC1=CC(=C(C(=C1)CC)N)CC)CC Bis-(4-amino-3,5-diethylphenyl)methan